1-(5-methyl-1H-indol-3-yl)hexan-2-one CC=1C=C2C(=CNC2=CC1)CC(CCCC)=O